C(C1=CC=CC=C1)N(C(=S)SSCCCCSSC(N(CC1=CC=CC=C1)CC1=CC=CC=C1)=S)CC1=CC=CC=C1 1,4-bis(N,N'-dibenzylthiocarbamoyl-dithio)butane